C(C)(C)(C)OC(=O)N1CC(C(=CC1)S(=O)(=O)C(F)(F)F)C 3-methyl-4-(trifluoromethanesulfonyl)-1,2,3,6-tetrahydropyridine-1-carboxylic acid tert-butyl ester